cyclohexane Sodium periodate I(=O)(=O)(=O)[O-].[Na+].C1CCCCC1